FC(C=1C(=C(C=CC1)C(C)NC=1C2=C(N=C(N1)C)NC(C=C2)=O)F)F 4-((1-(3-(difluoromethyl)-2-fluorophenyl)ethyl)amino)-2-methyl-7-oxo-7,8-dihydropyrido[2,3-d]pyrimidine